3,3-Dimethyl-N-[1-(6-trifluoromethylpyridin-3-ylmethyl)-2,3-dihydro-1H-indol-5-yl]-butyramide CC(CC(=O)NC=1C=C2CCN(C2=CC1)CC=1C=NC(=CC1)C(F)(F)F)(C)C